Phosphonium monobromid [Br-].[PH4+]